The molecule is a quercetin O-glycoside that is quercetin with a beta-D-galactosyl residue attached at position 3. Isolated from Artemisia capillaris, it exhibits hepatoprotective activity. It has a role as a hepatoprotective agent and a plant metabolite. It is a tetrahydroxyflavone, a monosaccharide derivative, a beta-D-galactoside and a quercetin O-glycoside. C1=CC(=C(C=C1C2=C(C(=O)C3=C(C=C(C=C3O2)O)O)O[C@H]4[C@@H]([C@H]([C@H]([C@H](O4)CO)O)O)O)O)O